FC1=NNC2=C(C(=CC=C12)\C=C(\C(=O)NC=1C(=NC=C(C1C)F)C(F)F)/F)F (Z)-3-(3,7-difluoro-1H-indazol-6-yl)-N-(2-(difluoromethyl)-5-fluoro-4-methylpyridin-3-yl)-2-fluoroacrylamide